N-(6-(1,2-Dimethyl-1H-imidazol-5-yl)isoquinolin-3-yl)-2-(pyrrolidin-1-yl)Isonicotinamide CN1C(=NC=C1C=1C=C2C=C(N=CC2=CC1)NC(C1=CC(=NC=C1)N1CCCC1)=O)C